C[C@@H]1N(CC1)C=1N=C(C2=C(N1)CCC2)C2=NC=NC=C2 2-[(2S)-2-methylazetidin-1-yl]-4-pyrimidin-4-yl-6,7-dihydro-5H-cyclopenta[d]pyrimidine